2-(ethylthiocarbonothioylthio)propanoic acid C(C)SC(=S)SC(C(=O)O)C